SCC(=O)N(C)C sulfanyl-N,N-dimethylacetamide